1-(2-((1-acetylazetidin-3-yl)oxy)-2-(2-methoxyphenyl)ethyl)-5-methyl-2,4-dioxo-1,4-dihydrothieno[2,3-d]pyrimidin C(C)(=O)N1CC(C1)OC(CN1C(NC(C2=C1SC=C2C)=O)=O)C2=C(C=CC=C2)OC